BrCCCCOC1=CC=C(C=C1)[C@@H]1C(CN(CC1)C1=CC(=C(C#N)C=C1)C(F)(F)F)(C)C |o1:12| rel-(R)-4-(4-(4-(4-bromobutoxy)phenyl)-3,3-dimethylpiperidin-1-yl)-2-(trifluoro-methyl)benzonitrile